ClP(C1=NC=CC(=C1)I)Cl dichloro(4-iodopyridyl)phosphorus